methyl (3S)-3-[(2S)-4-[(2,6-dimethylbenzoyl)oxy]-2-({N-[(4-methoxy-1H-indol-2-yl)carbonyl]-L-leucyl}amino)-3-oxobutyl]-2-oxopyrrolidine-1-carboxylate CC1=C(C(=O)OCC([C@H](C[C@H]2C(N(CC2)C(=O)OC)=O)NC([C@@H](NC(=O)C=2NC3=CC=CC(=C3C2)OC)CC(C)C)=O)=O)C(=CC=C1)C